N-methylglycyl-N-methylglycyl-N-(carboxylatomethyl)-N,N2-dimethylglycinamide CNCC(=O)N(CC(=O)N(CC(=O)N(C)CC(=O)[O-])C)C